triethylene glycol bis[3-(3-methyl-4-tert-butylphenyl)-4-hydroxyphenylpropionate] CC=1C=C(C=CC1C(C)(C)C)C=1C=C(C=CC1O)C(C(=O)OCCOCCOCCOC(C(C)C1=CC(=C(C=C1)O)C1=CC(=C(C=C1)C(C)(C)C)C)=O)C